Dihydrophytol CC(C)CCCC(C)CCCC(C)CCCC(C)CCO